O=C(CCCC1C=CC=CC=1)OCC(COC(=O)CCCC1C=CC=CC=1)OC(=O)CCCC1C=CC=CC=1 GLYCEROL PHENYLBUTYRATE